4-(3-(2,6-difluorophenyl)-1-methyl-1H-pyrazol-4-yl)-7-(1-methyl-1H-pyrazol-3-yl)-6-nitroquinazoline FC1=C(C(=CC=C1)F)C1=NN(C=C1C1=NC=NC2=CC(=C(C=C12)[N+](=O)[O-])C1=NN(C=C1)C)C